7-(2-((1S,3R)-3-acetylaminocyclohexane-1-carboxamido)-5-fluoropyridin-4-yl)-2,2-dimethyl-2,3-dihydro-1H-pyrrolizine-5-carboxamide C(C)(=O)N[C@H]1C[C@H](CCC1)C(=O)NC1=NC=C(C(=C1)C=1C=C(N2CC(CC12)(C)C)C(=O)N)F